ClC1=CC=C(C=C1)C1C(=C(N=C2N1C(/C(/S2)=C/C2=CC=C(C=C2)OCC#C)=O)C)C(=O)OC(C)C isopropyl (Z)-5-(4-chlorophenyl)-7-methyl-3-oxo-2-(4-(prop-2-yn-1-yloxy)benzylidene)-2,3-dihydro-5H-thiazolo[3,2-a]pyrimidine-6-carboxylate